C1(=CC=C(C=C1)C#CCN(CCC1=CC=C(C=C1)N1CCOCC1)CC#CC1=CC=C(C=C1)C1=CC=CC=C1)C1=CC=CC=C1 3-([1,1'-biphenyl]-4-yl)-N-(3-([1,1'-biphenyl]-4-yl)prop-2-yn-1-yl)-N-(4-morpholinophenethyl)prop-2-yn-1-amine